ClC=1C(=C2C=NNC2=C(C1F)CS(=O)C)C=1N=CC=2N(C1)C=C(N2)NC(=O)C2C(C2)F N-(6-(5-chloro-6-fluoro-7-((methylsulfinyl)methyl)-1H-indazol-4-yl)imidazo[1,2-a]pyrazin-2-yl)-2-fluorocyclopropane-1-carboxamide